(R)-6-((4-Hydroxy-1-(3-phenylbutanoyl)piperidin-4-yl)methyl)-3-isopropyl-2-methyl-2H-pyrazolo[4,3-d]pyrimidin-7(6H)-one OC1(CCN(CC1)C(C[C@@H](C)C1=CC=CC=C1)=O)CN1C=NC=2C(C1=O)=NN(C2C(C)C)C